4-diethylamino-benzaldehyde-N,N-diphenylhydrazone C1(=CC=CC=C1)N(N=CC1=CC=C(C=C1)N(CC)CC)C1=CC=CC=C1